7-(azidomethyl)-2-(2-methoxy-7-methylquinoxalin-5-yl)-7,8-dihydrobenzofuro[5,4-d]thiazole N(=[N+]=[N-])CC1OC2=C(C1)C1=C(N=C(S1)C1=C3N=CC(=NC3=CC(=C1)C)OC)C=C2